C[C@@H](C(=O)N[C@@H](C)C(=O)NC1=CC2=CC=CC=C2C=C1)N The molecule is an N-(2-naphthyl)carboxamide obtained by formal condensation of the carboxy group of L-alanyl-L-alanine with the amino group of 2-naphthylamine. It has a role as a chromogenic compound. It is a N-(2-naphthyl)carboxamide and a dipeptide.